C(C1=CC=CC=C1)N(C(=O)C=1C(=C(C(=CC1CCCCC)O)C1=CC(=CC=C1)C)O)C N-benzyl-2,6-dihydroxy-N,3'-dimethyl-4-pentyl-[1,1'-biphenyl]-3-carboxamide